ClC=1C=C(C=CC1F)[C@H](NC(=O)N1[C@@H](C(NCC1)=O)C)[C@@H]1C[C@@H](C1)C(F)(F)F |o1:8| (2R)-N-((R or S)-(3-chloro-4-fluorophenyl)-(cis-3-(trifluoromethyl)-cyclobutyl)methyl)-2-methyl-3-oxopiperazine-1-carboxamide